COC=1C=C(C=C(C1)OC)C1=CC(=NN1C=1C=CC=C2C=NN(C12)C)CO [5-(3,5-dimethoxyphenyl)-1-(1-methyl-1H-indazol-7-yl)-1H-pyrazol-3-yl]methanol